C(C1=CC=CC=C1)SC=1C(=NC=CC1)CN (3-(Benzylthio)pyridin-2-yl)methanamine